ClC1=C2C=C(NC2=CC(=C1)Cl)C(=O)N1CC2=C(CC1)ON=C2C(=O)N[C@@H](C(F)(F)F)C 5-(4,6-dichloro-1H-indole-2-carbonyl)-N-[(2R)-1,1,1-trifluoropropan-2-yl]-4H,5H,6H,7H-[1,2]oxazolo[4,5-c]pyridine-3-carboxamide